N1C=CC=2C1=NC=CC2C2=CN=C1C(=N2)N(C(CN1)=O)CCC1CCOCC1 7-(1H-pyrrolo[2,3-b]pyridin-4-yl)-1-[2-(tetrahydro-pyran-4-yl)-ethyl]-3,4-dihydro-1H-pyrazino[2,3-b]pyrazin-2-one